C(C=C)(=O)N1[C@H](CN(C[C@H]1C)C1=C(C(N(C2=CC(=C(C=C12)Cl)C1=C(C=C(C=C1F)F)N)C=1C(=NC=CC1C)C(C)C)=O)C#N)C 4-((3s,5r)-4-acryloyl-3,5-dimethylpiperazin-1-yl)-7-(2-amino-4,6-difluorophenyl)-6-chloro-1-(2-isopropyl-4-methylpyridin-3-yl)-2-oxo-1,2-dihydroquinoline-3-carbonitrile